tris[2-(salicylideneamino)ethyl]amine C(C=1C(O)=CC=CC1)=NCCN(CCN=CC=1C(O)=CC=CC1)CCN=CC=1C(O)=CC=CC1